dimethyl-(2-acryloyloxyethyl)(2-phosphonoethyl)ammonium C[N+](CCP(=O)(O)O)(CCOC(C=C)=O)C